(R)-1-phenylethylamine (S)-2-bromo-2-fluoroacetate Br[C@@H](C(=O)O)F.C1(=CC=CC=C1)[C@@H](C)N